2-(4-{[(3R)-1-ethylpiperidin-3-yl]amino}-8-fluoropyrrolo[1,2-d][1,2,4]triazin-1-yl)-5-(trifluoromethyl)phenol C(C)N1C[C@@H](CCC1)NC1=NN=C(C=2N1C=CC2F)C2=C(C=C(C=C2)C(F)(F)F)O